C(C1=CC=CC=C1)NC([C@H](CC1=CC=CC=C1)NC(C1=NC=CC(=C1O)O)=O)=O (S)-N-(1-(benzylamino)-1-oxo-3-phenylpropan-2-yl)-3,4-dihydroxypicolinamide